C(=C)C1=CC=C(COCC2=CC=C(C=C2)C=C)C=C1 bis-(4-vinylbenzyl) ether